((2-(5-fluoro-6-(4-fluorophenyl)-4-(2-hydroxypropan-2-yl)pyridin-2-yl)-3,3-dimethyl-tetrahydrofuran-2-yl)methyl)-8-methoxy-3-methylcinnoline-6-carboxamide FC=1C(=CC(=NC1C1=CC=C(C=C1)F)C1(OCCC1(C)C)CC1=C(N=NC2=C(C=C(C=C12)C(=O)N)OC)C)C(C)(C)O